1-Butyl-N,2-di(naphthalen-1-yl)-1H-benzo[d]imidazol-4-amine C(CCC)N1C(=NC2=C1C=CC=C2NC2=CC=CC1=CC=CC=C21)C2=CC=CC1=CC=CC=C21